6-Hydroxy-5-(6-(methyl-(2,2,6,6-tetramethylpiperidin-4-yl)amino)pyridazin-3-yl)-2,3-dihydro-1H-inden OC1=C(C=C2CCCC2=C1)C=1N=NC(=CC1)N(C1CC(NC(C1)(C)C)(C)C)C